ON=C(CCCCOC)C1=CC=C(C=C1)C(F)(F)F N-hydroxy-5-methoxy-1-[4-(trifluoromethyl)phenyl]-1-pentaneimine